3-(2,7-di-tert-butyl-9H-carbazol-9-yl)-3',5'-difluoro-5-(2,4,4-trimethylpentan-2-yl)biphenyl-2-ol C(C)(C)(C)C1=CC=2N(C3=CC(=CC=C3C2C=C1)C(C)(C)C)C1=C(C(=CC(=C1)C(C)(CC(C)(C)C)C)C1=CC(=CC(=C1)F)F)O